alpha-(methoxyphenyl)acrylonitrile COC1=C(C=CC=C1)C(C#N)=C